CN(C1CCN(CC1)C=O)C [4-(dimethylamino)piperidin-1-yl]methanone